5-(2-amino-4-chlorophenyl)-2-(3,4-difluorobenzyl)-1-methyl-1H-imidazole-4-carboxylate NC1=C(C=CC(=C1)Cl)C1=C(N=C(N1C)CC1=CC(=C(C=C1)F)F)C(=O)[O-]